dicarboxyl-glycero-3-phosphorylcholine C(=O)(O)C(OP(OCC(CO)O)(=O)O)(C[N+](C)(C)C)C(=O)O